C(C)(C)(C)NSC=1SC2=C(N1)C=CC=C2 N-tert-butyl-2-benzothiazolyl-sulfenamide